NC=1C=C(C=CC1OCOCCOC)N1C(C2=CC(=C(C=C2CC1)Br)OCCCN1CCOCC1)=O 2-(3-amino-4-((2-methoxyethoxy)methoxy)phenyl)-6-bromo-7-(3-morpholinopropoxy)-3,4-dihydroisoquinolin-1(2H)-one